N1C(CCC2=CC=CC=C12)=O 3,4-dihydro-2(1h)-quinolinone